2-cyclopropylthiazole-4-carboxylate C1(CC1)C=1SC=C(N1)C(=O)[O-]